COC(=O)C=1C(=C2C=CNC2=C(C1)OC[C@@H]1N(CCC1)C(=O)OC(C)(C)C)C#C[Si](C(C)C)(C(C)C)C(C)C (R)-7-((1-(tert-Butoxycarbonyl)pyrrolidin-2-yl)methoxy)-4-((triisopropylsilyl)ethynyl)-1H-indole-5-Carboxylic acid methyl ester